6-fluoro-4-((R)-2-methylpiperazin-1-yl)-2-(((S)-1-methylpyrrolidin-2-yl)methoxy)-7-(naphthalen-1-yl)pyrido[2,3-d]pyrimidine FC1=CC2=C(N=C(N=C2N2[C@@H](CNCC2)C)OC[C@H]2N(CCC2)C)N=C1C1=CC=CC2=CC=CC=C12